Aluminum-oxid [O-2].[Al+3].[O-2].[O-2].[Al+3]